ClC1=CC=CC2=C1NC(=N2)C(=O)N2[C@@H](C1=C(CC2)N=C(S1)N(C)C)C (R)-(7-Chloro-1H-benzo[d]imidazol-2-yl)(2-(dimethylamino)-4-methyl-6,7-dihydrothiazolo[5,4-c]pyridin-5(4H)-yl)methanone